BrC=1C(=C(C(=O)O)C=C(C1)OC)C 3-bromo-5-methoxy-2-methylbenzoic acid